6-bromo-2-(2-chloro-5-fluorophenoxy)-3-(((4-methoxyphenyl)methoxy)methyl)-N-methylaniline BrC1=CC=C(C(=C1NC)OC1=C(C=CC(=C1)F)Cl)COCC1=CC=C(C=C1)OC